N-isopropyl-4-((6-oxopyrimidin-1(6H)-yl)methyl)benzamide C(C)(C)NC(C1=CC=C(C=C1)CN1C=NC=CC1=O)=O